CN1CC(C1)(C)[C@@](O)(C1=CC=C(C=C1)OC(F)(F)F)C1=C(C=C(C=C1)OCC)F (S)-(1,3-Dimethyl-azetidin-3-yl)-(4-ethoxy-2-fluoro-phenyl)-(4-trifluoromethoxy-phenyl)-methanol